2-cyanoethyl (2-(2-(dimethoxyphosphoryl) ethoxy) ethyl) diisopropylphosphoramidite C(C)(C)N(P(OCCC#N)OCCOCCP(=O)(OC)OC)C(C)C